aminoacetic acid acetate C(C)(=O)O.NCC(=O)O